2-cyclopropyl-N,N-dimethyl-4-oxo-7-(pyrrolidin-1-yl)-3,4-dihydropyrido[2,3-d]pyrimidine-6-carboxamide C1(CC1)C=1NC(C2=C(N1)N=C(C(=C2)C(=O)N(C)C)N2CCCC2)=O